4-Cyclopropyl-N-((S)-(4,4-difluorocyclohexyl)(7-((R*)-1-((3R*,5S)-2-oxo-5-(trifluoromethyl)pyrrolidin-3-yl)propyl)imidazo[1,2-b]pyridazin-2-yl)methyl)-1,2,5-oxadiazole-3-carboxamide C1(CC1)C=1C(=NON1)C(=O)N[C@H](C=1N=C2N(N=CC(=C2)[C@H](CC)[C@@H]2C(N[C@@H](C2)C(F)(F)F)=O)C1)C1CCC(CC1)(F)F |o1:20,23|